C1(=CC=CC=C1)\C=C\CCCC1=CC=CC=C1 (E)-1,5-diphenyl-1-pentene